BrC=1C=2N(C=C(C1)F)C=C(N2)C(=O)N2C[C@H]([C@@]1(CC2)NCC2=CC=CC=C2C1)O (8-bromo-6-fluoroimidazo[1,2-a]pyridin-2-yl)[(3R,3'R)-3'-hydroxy-1,4-dihydro-1'H,2H-spiro[isoquinoline-3,4'-piperidin]-1'-yl]methanone